(2s,5r)-5-amino-2-methylpiperidin-1-carboxylic acid benzyl ester C(C1=CC=CC=C1)OC(=O)N1[C@H](CC[C@H](C1)N)C